1-((R)-3-(3-((2-((3S,4R)-3-fluoro-4-methoxypiperidin-1-yl)pyrimidin-4-yl)amino)-5-isopropyl-8-(3-((methylsulfonyl)methyl)azetidin-1-yl)isoquinolin-6-yl)pyrrolidin-1-yl)prop-2-en-1-one F[C@H]1CN(CC[C@H]1OC)C1=NC=CC(=N1)NC=1N=CC2=C(C=C(C(=C2C1)C(C)C)[C@@H]1CN(CC1)C(C=C)=O)N1CC(C1)CS(=O)(=O)C